(E)-N-(4-(1-(6-(4-(8-((2-(2,6-dioxopiperidin-3-yl)-1-oxoisoindolin-4-yl)thio)octyl)piperazin-1-yl)pyridazine-3-carbonyl)piperidin-4-yl)butyl)-3-(pyridin-3-yl)acrylamide O=C1NC(CCC1N1C(C2=CC=CC(=C2C1)SCCCCCCCCN1CCN(CC1)C1=CC=C(N=N1)C(=O)N1CCC(CC1)CCCCNC(\C=C\C=1C=NC=CC1)=O)=O)=O